CN1N=C2C(NC(C(=C2NC(C)C=2N=COC2)C2=NC3=C(N2)C=C(C(=C3)C(F)(F)F)N3CCOCC3)=O)=C1 2-methyl-6-(6-morpholino-5-(trifluoromethyl)-1H-benzo[d]imidazol-2-yl)-7-((1-(oxazol-4-yl)ethyl)amino)-2H-pyrazolo[4,3-b]pyridin-5(4H)-one